ClC=1C=C(C=CC1)N1CCN(CC1)CCCC=1NC(C2=CC(=CC=C2C1)F)=O 3-(3-(4-(3-chlorophenyl)piperazin-1-yl)propyl)-7-fluoroisoquinolin-1(2H)-one